2-(2-methylprop-1-en-1-yl)nicotinonitrile CC(=CC1=C(C#N)C=CC=N1)C